rac-trans-1-[2-(3-chlorophenyl)ethyl]-5-[(4-methylsulfonylphenoxy)methyl]-2-methylpiperazine ClC=1C=C(C=CC1)CCN1[C@H](CN[C@@H](C1)COC1=CC=C(C=C1)S(=O)(=O)C)C |r|